4-cyclobutyl-N-((S)-(4,4-difluorocyclohexyl)(5-(((S)-2-oxo-4-(trifluoromethyl)imidazolidin-1-yl)methyl)benzo[d]oxazol-2-yl)methyl)isoxazole-3-carboxamide C1(CCC1)C=1C(=NOC1)C(=O)N[C@H](C=1OC2=C(N1)C=C(C=C2)CN2C(N[C@@H](C2)C(F)(F)F)=O)C2CCC(CC2)(F)F